3-bromo-4-[(2,4-difluorobenzyl)oxy]-6-methyl-1-prop-2-ynylpyridin-2(1H)-one BrC=1C(N(C(=CC1OCC1=C(C=C(C=C1)F)F)C)CC#C)=O